CN1N=CC(=C1)C1=CC(=NC(=C1)C=1C=NN(C1)C)N1CCC(CC1)(O)C1=CC(=CC=C1)F 1-(4,6-bis(1-methyl-1H-pyrazol-4-yl)pyridin-2-yl)-4-(3-fluorophenyl)piperidin-4-ol